O=C1N(CCOC1)[C@@H]1C(=NN(C1)C(=O)N[C@H](C)C=1C=NC(=NC1)C(F)(F)F)C1=CC=C(C=C1)OC (S)-4-(3-oxomorpholin-4-yl)-3-(4-methoxyphenyl)-N-((R)-1-(2-(trifluoromethyl)pyrimidin-5-yl)ethyl)-4,5-dihydro-1H-pyrazole-1-carboxamide